ClC1=NC=C(C2=CC=C(C=C12)O[C@H](C(=O)OC)C)C1=C(C=CC=C1)C methyl (S)-2-((1-chloro-4-(o-tolyl)isoquinolin-7-yl)oxy)propanoate